BrCCCCC(=O)NCCCCCCCCCC 5-bromo-N-decylvaleramide